dipropane sodium [Na].CCC.CCC